difluoropropane FC(C)(C)F